C(=O)(O)C1=C(C(C=2NC=CN2)(C(=O)O)C(=O)O)C=CC=C1 tricarboxyl-benzyl-imidazole